1-Benzylpiperidine-4-carboxylic acid 1-methoxy-2-methylpropan-2-yl ester COCC(C)(C)OC(=O)C1CCN(CC1)CC1=CC=CC=C1